2-(3-chloro-5-fluoro-phenyl)-4,6-diphenyl-1,3,5-triazine ClC=1C=C(C=C(C1)F)C1=NC(=NC(=N1)C1=CC=CC=C1)C1=CC=CC=C1